N1C(=CC2=CC=CC=C12)C=1C(NC2=CC=CC=C2C1)=O indolyl-quinolone